3-[[2-[4-(4-ethoxy-6-oxo-1H-pyridin-3-yl)-2-fluorophenyl]acetyl]amino]-N-[2-[(3S)-3-fluoropyrrolidin-1-yl]ethyl]-5-(trifluoromethyl)benzamide C(C)OC=1C(=CNC(C1)=O)C1=CC(=C(C=C1)CC(=O)NC=1C=C(C(=O)NCCN2C[C@H](CC2)F)C=C(C1)C(F)(F)F)F